N[C@H]1[C@H](CCCCCC1)C1=CC2=NC(=CC(=C2S1)NCC=1SC=CC1)Cl 2-((1s,2r)-2-aminocyclooctyl)-5-chloro-N-(thiophen-2-ylmethyl)thieno[3,2-b]pyridin-7-amine